(R)-3-((3-(4-aminopyrido[3,2-d]pyrimidin-6-yl)-4-methoxyphenyl)ethynyl)-3-hydroxy-1-methylpyrrolidin-2-one NC=1C2=C(N=CN1)C=CC(=N2)C=2C=C(C=CC2OC)C#C[C@]2(C(N(CC2)C)=O)O